CC(=C[Sn](C#CC)(C#CC)C#CC)C 2-methyl-1-propenyl-tri(1-propynyl)tin